6,8-dichloro-2,3-dimethylpyrido[2,3-b]pyrazine ClC=1C=C(C=2C(=NC(=C(N2)C)C)N1)Cl